4-{10,11-dibromo-2-azatricyclo[10.4.0.04,9]hexadeca-1(16),4(9),5,7,12,14-hexaen-2-yl}-4-oxobutanoic acid BrC1C=2C=CC=CC2CN(C2=CC=CC=C2C1Br)C(CCC(=O)O)=O